tert-butyl 2-(2-bromophenyl)-3-((2-oxo-2-(quinolin-3-ylamino)ethyl)thio)-1,4,8-triazaspiro[4.5]deca-1,3-diene-8-carboxylate BrC1=C(C=CC=C1)C1=NC2(N=C1SCC(NC=1C=NC3=CC=CC=C3C1)=O)CCN(CC2)C(=O)OC(C)(C)C